trans-4-carbonyl-4-(thiophen-2-yl)but-2-enoic acid C(=O)=C(/C=C/C(=O)O)C=1SC=CC1